C(CCCC(=O)OCCCCCCCCCCCC(C)C)(=O)OCCCCCCCCCCCC(C)C di(isotetradecyl) glutarate